tert-butyl 4-(5-((8-fluoro-2-methylimidazo[1,2-a]pyridin-6-yl)carbamoyl)pyrazin-2-yl)-3,6-dihydropyridine-1(2H)-carboxylate FC=1C=2N(C=C(C1)NC(=O)C=1N=CC(=NC1)C=1CCN(CC1)C(=O)OC(C)(C)C)C=C(N2)C